C(C1=CC=CC=C1)OC1=C(C(=C2C[C@@H](N(C2=C1)C(=O)OC(C)(C)C)CN(C(=O)OC(C)(C)C)[C@H](C)CC)F)N1S(NC(C1)=O)(=O)=O tert-butyl (2R)-6-(benzyloxy)-2-({[(2R)-butan-2-yl](tert-butoxycarbonyl)amino}methyl)-4-fluoro-5-(1,1,4-trioxo-1λ6,2,5-thiadiazolidin-2-yl)-2,3-dihydro-1H-indole-1-carboxylate